C(C)OC(C)CC 2-ethoxy-butane